COC1=C(CCN)C=C(C(=C1)C)OC 2,5-dimethoxy-4-methyl-phenethylamine